2-[(2Z)-2-(aminomethyl)-3-fluoroprop-2-en-1-yl]-4-(5-bromopyridin-2-yl)-2,4-dihydro-3H-1,2,4-triazol-3-one hydrochloride Cl.NC/C(/CN1N=CN(C1=O)C1=NC=C(C=C1)Br)=C/F